1-hydroxy-7-methyl-1,3-dihydrobenzo[c][1,2]oxaborole OB1OCC2=C1C(=CC=C2)C